2-(methylsulfonyloxy)propionic acid, 2-propynyl ester CS(=O)(=O)OC(C(=O)OCC#C)C